(S)-4-((2-ethoxyethyl)(4-(5,6,7,8-tetrahydro-1,8-naphthyridin-2-yl)butyl)amino)-2-(4-(trifluoromethyl)benzamido)butanoic acid C(C)OCCN(CC[C@@H](C(=O)O)NC(C1=CC=C(C=C1)C(F)(F)F)=O)CCCCC1=NC=2NCCCC2C=C1